C(C)(C)(C)OC(=O)N(C=1C(=CC(=NC1)Cl)C1=C(C(=O)O)C=C(C=C1)F)CC 2-(5-((tert-Butoxycarbonyl)(ethyl)amino)-2-chloropyridin-4-yl)-5-fluorobenzoic acid